C(C)OC(/C(=N/NCC1=CC=C(C=C1)C(F)(F)F)/N)=O (Z)-2-amino-2-(2-(4-(trifluoromethyl)benzyl)hydrazono)acetic acid ethyl ester